N-(4-(4-amino-5-(3-fluoro-4-((6-methylpyridin-2-yl)oxy)phenyl)pyrazolo[5,1-f][1,2,4]triazin-6-yl)phenyl)-2-((dimethylamino)methyl)acrylamide NC1=NC=NN2C1=C(C(=N2)C2=CC=C(C=C2)NC(C(=C)CN(C)C)=O)C2=CC(=C(C=C2)OC2=NC(=CC=C2)C)F